N-{5-[4-(Cyclopentylamino)-6-phenylfuro[2,3-d]pyrimidin-5-yl]-2-(4-methylpiperazin-1-yl)phenyl}prop-2-enamide C1(CCCC1)NC=1C2=C(N=CN1)OC(=C2C=2C=CC(=C(C2)NC(C=C)=O)N2CCN(CC2)C)C2=CC=CC=C2